ClC1=CC(=C(CSC2=CC=NN2C2CCN(CC2)CC2=NC3=C(N2C[C@@H]2OCC2)C=C(C=C3)C(=O)O)C=C1)F (R)-2-((4-(5-((4-chloro-2-fluorobenzyl)thio)-1H-pyrazol-1-yl)piperidin-1-yl)methyl)-1-(oxetan-2-ylmethyl)-1H-benzo[d]imidazole-6-carboxylic acid